FC1=CC=C(C(=C1[C@@H]([C@@H](C=1OC(NN1)=O)NS(=O)(=O)N1CCC2(CCCC2)CC1)C)C)C N-((1S,2S)-2-(6-fluoro-2,3-dimethylphenyl)-1-(5-oxo-4,5-dihydro-1,3,4-oxadiazol-2-yl)propyl)-8-azaspiro[4.5]-decane-8-sulfonamide